ethyl 4-((3-fluoro-4-nitrobenzyl)amino)-2,6-dimethylcyclohexane-1-carboxylate FC=1C=C(CNC2CC(C(C(C2)C)C(=O)OCC)C)C=CC1[N+](=O)[O-]